2-(thiophene-3-yl)aniline S1C=C(C=C1)C1=C(N)C=CC=C1